(3S*,3aR*,6S*,7R*,7aR*)-1-benzyl-N-cyclohexyl-4-oxo-7-propyl-octahydro-6H-3,6-methanopyrrolo[3,2-c]pyridine-6-carboxamide C(C1=CC=CC=C1)N1C[C@@H]2[C@H]3C(N[C@]([C@@H]([C@H]31)CCC)(C2)C(=O)NC2CCCCC2)=O |o1:9,10,13,14,15|